CN(CC=C(C(=O)O)F)C 4-(dimethylamino)-2-fluorobut-2-enoic acid